(±)-trans-Methyl 5-(4-(4-(chloromethyl)-3-methylisoxazol-5-yl)phenoxy)tetrahydro-2H-pyran-3-carboxylate ClCC=1C(=NOC1C1=CC=C(O[C@H]2C[C@@H](COC2)C(=O)OC)C=C1)C |r|